2-(2,2-difluoropropyl)pyridine-2,5-diamine FC(CC1(NC=C(C=C1)N)N)(C)F